tert-Butyl (4R)-4-[(1S)-5-(7-cyclopropyl-6-isopropyl-furo[2,3-b]pyrazin-2-yl)-1-isobutyl-5-oxo-pentyl]-2,2-dimethyl-oxazolidine-3-carboxylate C1(CC1)C1=C(OC2=NC=C(N=C21)C(CCC[C@@H](CC(C)C)[C@H]2N(C(OC2)(C)C)C(=O)OC(C)(C)C)=O)C(C)C